CN1CCC(CC1)C(=O)OC(CCCCCCCCC(=O)OC\C=C/CCCCCC)CCCCCCCCC (2Z)-non-2-en-1-yl 10-[(Z)-(1-methylpiperidin-4-yl)carbonyloxy]nonadecanoate